(5R,8R)-N-(2,4-dichlorobenzyl)-5-fluoro-8-(2-hydroxyethoxy)-5,6,7,8-tetrahydroquinoline-5-carboxamide ClC1=C(CNC(=O)[C@@]2(C=3C=CC=NC3[C@@H](CC2)OCCO)F)C=CC(=C1)Cl